[Cl-].[Cl-].C1(CCC1)=[Zr+2]C1=C(C=CC=2C=CC=3CC=4C=CC5=C(C4C3C21)C=CC=C5)C5C=CC=C5 cyclobutylidene[(cyclopentadienyl)-(7H-dibenzo[c,g]fluorenyl)]zirconium Dichloride